N-(4-(ethylcarbamoyl)benzyl)-2,4-dihydroxy-5-isopropyl-N-methylbenzamide C(C)NC(=O)C1=CC=C(CN(C(C2=C(C=C(C(=C2)C(C)C)O)O)=O)C)C=C1